NC1=C(C=2C(=NC=CN2)N1C1=C(C(=CC=C1C)O)C)C(=O)C1=CC2=C(N1)C=CS2 (R)-(6-amino-5-(3-hydroxy-2,6-dimethylphenyl)-5H-pyrrolo[2,3-b]pyrazin-7-yl)(4H-thieno[3,2-b]pyrrol-5-yl)methanone